ClC=1C=C(C=C(C1)NS(=O)(=O)C)NC(=O)C=1C=NN(C1)C1=NC=CC=C1OCC=1C=NC=CC1 N-(3-chloro-5-(methylsulfonamido)phenyl)-1-(3-(pyridin-3-ylmethoxy)pyridin-2-yl)-1H-pyrazole-4-carboxamide